2-(3,5-dimethoxyphenoxy)-1-(3,4-dimethoxyphenyl)ethanone COC=1C=C(OCC(=O)C2=CC(=C(C=C2)OC)OC)C=C(C1)OC